NC1=NC2=C(N1C1CN(CCCC1)CCOC1=C(C=NN1C)C1=CC(=CN(C1=O)C)C(=O)O)C=CC=C2 5-(5-(2-(3-(2-amino-1H-benzo[d]imidazol-1-yl)azepan-1-yl)ethoxy)-1-methyl-1H-pyrazol-4-yl)-1-methyl-6-oxo-1,6-dihydropyridine-3-carboxylic acid